[Na+].[Na+].[Na+].OC=1C(=CC2=CC(=CC=C2C1N=NC1=CC=C(C2=CC=CC=C12)S(=O)(=O)[O-])S(=O)(=O)O)S(=O)(=O)O.OC=1C(=CC2=CC(=CC=C2C1N=NC1=CC=C(C2=CC=CC=C12)S(=O)(=O)[O-])S(=O)(=O)O)S(=O)(=O)O.OC=1C(=CC2=CC(=CC=C2C1N=NC1=CC=C(C2=CC=CC=C12)S(=O)(=O)[O-])S(=O)(=O)O)S(=O)(=O)O 3-hydroxy-4-(4-sulfonato-1-naphthylazo)-2,7-naphthalenedisulfonic acid trisodium